C(C)[Al](CCCCCC=C)CC diethyl(hept-6-en-1-yl)aluminum